N1=C(C=CC=C1)C=CC(C=CC1=C(C=CC=C1)O)=O 1-(2-pyridyl)-5-(2-hydroxyphenyl)-1,4-pentadiene-3-one